C1CCC2=NC3=C(C(=C21)NC(=O)N=S(=O)(N)C=2SC(=CC2)C(C)(C)O)CCC3 N'-((1,2,3,5,6,7-hexahydrodicyclopenta[b,e]pyridin-8-yl)carbamoyl)-5-(2-hydroxypropan-2-yl)thiophene-2-sulfonimidamide